(7-bromo-3,4-dihydroquinolin-1(2H)-yl)-7-fluoro-[1,2,4]triazolo[4,3-a]quinazolin-8-amine BrC1=CC=C2CCCN(C2=C1)C1=NN=C2N1C1=CC(=C(C=C1C=N2)F)N